CC(C)C[C@@H](C(=O)O)NS(=O)(=O)C1=CC=C(C=C1)N=NC2=CC=C(C=C2)N(C)C 4-dimethylaminoazobenzene-4'-sulfonyl-L-leucine